(Ra)-6-(4-Chloro-1-((3'-cyano-[1,1'-biphenyl]-4-yl)methyl)-1H-indazol-7-carboxamido)-spiro[3.3]heptan ClC1=C2C=NN(C2=C(C=C1)C(=O)NC1CC2(CCC2)C1)CC1=CC=C(C=C1)C1=CC(=CC=C1)C#N